CC1=CC2[C@H](C(OC=3C=C(C=C(C23)O)CCC(CC)C)=C)CC1 (6Ar)-9-methyl-6-methylidene-3-(3-methylpentyl)-6a,7,8,10a-tetrahydrobenzo[c]chromen-1-ol